S(=[Se])(=O)([O-])[O-].[Na+].[Na+] Sodium Selenosulfate